1-methyl-5-(prop-1-yn-1-yl)-1H-pyrazole CN1N=CC=C1C#CC